[N+](=O)([O-])CC(=O)O.[Ni] nickel nitroacetic acid